C1(CCC1)N1C(C(N(CC1)CC1=CC(=NO1)C1=C(C=CC=C1)F)=O)=O 1-cyclobutyl-4-((3-(2-fluorophenyl)isoxazol-5-yl)methyl)piperazine-2,3-dione